tert-butyl (2R,3S,4S)-4-[(tert-butoxycarbonyl) oxy]-2-[(4-methoxyphenyl) methyl]-3-{[(5-methyl-1,3,4-thiadiazol-2-yl) carbamoyl]oxy}pyrrolidine-1-carboxylate C(C)(C)(C)OC(=O)O[C@@H]1[C@H]([C@H](N(C1)C(=O)OC(C)(C)C)CC1=CC=C(C=C1)OC)OC(NC=1SC(=NN1)C)=O